N1-(2-(8-amino-5,7-dichloroquinolin-2-yl)ethyl)-N2,N2-dimethylethane-1,2-diamine NC=1C(=CC(=C2C=CC(=NC12)CCNCCN(C)C)Cl)Cl